C=1(CCC=CC1)CCC 2,3-dihydrophenylpropan